FC1=C(C(=CC=2SC(=CC21)C(CCC(=O)OCC)=O)OC)O ethyl 4-(4-fluoro-5-hydroxy-6-methoxybenzo[b]thiophen-2-yl)-4-oxobutanoate